Cl.ClC=1C=CC(=NC1)NC[C@H]1NC[C@@H](O[C@H]1C)C 5-Chloro-N-(((2S,3R,6S)-2,6-dimethylmorpholin-3-yl)methyl)pyridin-2-amine hydrochloride